FC=1C=C(C=NC1)C(=NC1=C(C=NN1)C)N 5-fluoro-N'-(4-methyl-1H-pyrazol-5-yl)pyridine-3-carboxamidine